C(#N)\N=C(/N[C@@H]1COCCC1)\C1=CN=C2N1N=C(C=C2)N2[C@H](CCC2)C2=C(C=CC(=C2)F)SC (Z)-N'-cyano-6-[(2R)-2-[5-fluoro-2-(methylsulfanyl)phenyl]pyrrolidin-1-yl]-N-[(3S)-oxan-3-yl]imidazo[1,2-b]pyridazine-3-carboximidamide